C(C)(C)(C)OC(=O)N1CCN(CC1)C1=CC=C2C=NNC2=C1 4-(1H-indazol-6-yl)piperazine-1-carboxylic acid tert-butyl ester